ClC=1C=C(C=CC1C)NC(NC1CCN(CC1)C1=C(C(C1=O)=O)NS(=O)(=O)C1=CC=C(C=C1)C)=O N-(2-(4-(3-(3-chloro-4-methylphenyl)ureido)piperidin-1-yl)-3,4-dioxocyclobut-1-en-1-yl)-4-methylbenzenesulfonamide